(1-(5-fluoro-2-nitrophenyl)piperidin-4-yl)methanol FC=1C=CC(=C(C1)N1CCC(CC1)CO)[N+](=O)[O-]